NN1C(N(C2=C1C=NC(=C2Cl)OCCOC)CC2=CC=C(C=C2)C2=CC=C(C=C2)CN2CCCC2)=O amino-7-chloro-6-(2-methoxyethoxy)-1-((4'-(pyrrolidin-1-ylmethyl)-[1,1'-biphenyl]-4-yl)methyl)-1H-imidazo[4,5-c]pyridin-2(3H)-one